[Cl-].[Cl-].C[Si](=[Zr+2](C1C(=CC2=C(C=CC=C12)C1=CC=CC2=CC=CC=C12)C)C1C(=CC2=C(C=CC=C12)C1=CC=CC2=CC=CC=C12)C)C Dimethylsilylenebis(2-methyl-4-naphthylindenyl)zirconium dichloride